ClC1=CC=2N(C(NC(C2C(=N1)OCCNC)=O)=O)C=1C=NN(C1)C 7-Chloro-1-(1-methyl-1H-pyrazol-4-yl)-5-[2-(methylamino)ethoxy]pyrido[4,3-d]pyrimidine-2,4(1H,3H)-dione